N-{1-[8-(2-Chlorophenyl)-9-(4-chlorophenyl)-9H-purin-6-yl]-4-methylpiperidin-4-yl}-2-(2-fluorophenyl)acetamide ClC1=C(C=CC=C1)C=1N(C2=NC=NC(=C2N1)N1CCC(CC1)(C)NC(CC1=C(C=CC=C1)F)=O)C1=CC=C(C=C1)Cl